(R)-ethyl 3-(2-(((1-(6-amino-9H-purin-9-yl) propan-2-yl) oxy) methyl)-2-oxo-1,3,2-dioxaphosphorinan-5-yl)-2-methylpropionate NC1=C2N=CN(C2=NC=N1)CC(C)OCP1(OCC(CO1)C[C@H](C(=O)OCC)C)=O